[Br-].C(CCCCCCCCC)[P+](C1=CC=CC=C1)(C1=CC=CC=C1)C1=CC=CC=C1 (1-Decyl)triphenylphosphonium bromide